6-methoxy-N-phenyl-2-(2-pyridyl)-5-(trifluoromethyl)-4-pyrimidinamine COC1=C(C(=NC(=N1)C1=NC=CC=C1)NC1=CC=CC=C1)C(F)(F)F